(Z)-6'-(5-fluoro-2-oxoindolin-3-ylidene)-5',6'-dihydro-1'H-spiro[cyclobutane-1,4'-cyclopenta[b]pyrrole]-3'-carboxylic acid FC=1C=C2/C(/C(NC2=CC1)=O)=C/1\CC2(C3=C1NC=C3C(=O)O)CCC2